CC1=C(C=C(C(=O)NCC=2C=NC=CC2)C=C1)NS(=O)(=O)C1=CC=C(C=C1)C 4-methyl-3-((4-methylphenyl)sulfonamido)-N-(pyridin-3-ylmethyl)benzamide